C(C1=CC=CC=C1)SC1=C(C=CC=C1OC)OC(F)F Benzyl(2-(difluoromethoxy)-6-methoxyphenyl)sulfane